(2S,5R)-6-benzyloxy-7-oxo-1,6-diazabicyclo[3.2.1]octan-2-carboxylic acid C(C1=CC=CC=C1)ON1[C@@H]2CC[C@H](N(C1=O)C2)C(=O)O